2-[(4-methoxyphenyl)methyl]-4-[5-oxo-5-[4-[5-(trifluoromethyl)pyrimidin-2-yl]piperazin-1-yl]pentyl]-5,6,7,8-tetrahydrophthalazin-1-one COC1=CC=C(C=C1)CN1C(C=2CCCCC2C(=N1)CCCCC(N1CCN(CC1)C1=NC=C(C=N1)C(F)(F)F)=O)=O